BrC1=CC=C(C=C1)[C@H]1SCC[C@H](NC1=O)CNC(=O)C=1OC(=NN1)C1=CC=C(C=C1)F N-[[(2R,5S)-2-(4-bromophenyl)-3-oxo-1,4-thiazepan-5-yl]methyl]-5-(4-fluorophenyl)-1,3,4-oxadiazole-2-carboxamide